NCCCCCCC(=O)NC1=CC=C(C=C1)NC(=O)NC(C1=CC=C(C=C1)C(C)(C)C)=O N-((4-(7-aminoheptanamido)phenyl)carbamoyl)-4-(tert-butyl)benzamide